5-[[4-(2-chlorophenyl)-5-cyclopropyl-imidazol-1-yl]methyl]-1,3-dimethyl-benzimidazol-2-one ClC1=C(C=CC=C1)C=1N=CN(C1C1CC1)CC1=CC2=C(N(C(N2C)=O)C)C=C1